N-(S-(4-Cyanophenyl)-N-(2,4,4-trimethylpentan-2-yl)sulfinimidoyl)-4-nitrobenzenesulfonamide C(#N)C1=CC=C(C=C1)S(=NC(C)(CC(C)(C)C)C)NS(=O)(=O)C1=CC=C(C=C1)[N+](=O)[O-]